COC1=C(C=C(C=C1)OC)NC(=O)N1CC(C(C1)C)(C1=CC=C(C=C1)C)C=1SC=CN1 N-(2,5-dimethoxyphenyl)-4-methyl-3-(thiazol-2-yl)-3-(p-tolyl)pyrrolidine-1-carboxamide